N[C@@](C)(C1=CC=C(C=C1)F)C=1C=NC(=NC1)N1CCN(CC1)C=1C2=C(N=CN1)NC(=C2)C=2C=NN(C2)C[C@@H](C)O (R)-1-(4-(4-(4-(5-((S)-1-amino-1-(4-fluorophenyl)ethyl)pyrimidin-2-yl)piperazin-1-yl)-7H-pyrrolo[2,3-d]pyrimidin-6-yl)-1H-pyrazol-1-yl)propan-2-ol